dimethyl 4-[(3-bromo-2-chloro-phenyl)sulfonylamino]benzene-1,2-dicarboxylate BrC=1C(=C(C=CC1)S(=O)(=O)NC=1C=C(C(=CC1)C(=O)OC)C(=O)OC)Cl